ClC1=CC(=C(C(=N1)F)O)C=1C=NN(C1)C 6-chloro-2-fluoro-4-(1-methyl-1H-pyrazol-4-yl)pyridin-3-ol